OC1(CC1)COC1=CC=2N(C(=C1)C=1C=NC(=CC1)N1CCC(CC1)OC=1C=NC(=CC1)C=C)C(=CN2)C#N 7-((1-hydroxycyclopropyl)methoxy)-5-(6-(4-((6-vinylpyridin-3-yl)oxy)piperidin-1-yl)pyridin-3-yl)imidazo[1,2-a]pyridine-3-carbonitrile